ClC1=CC(=C(OCC=2C=C(C=CC2OC)C=CC(=O)C2=C(C=CC=C2)O)C=C1C)C(C)C 3-[3-[(4-Chloro-5-methyl-2-propan-2-ylphenoxy)methyl]-4-methoxyphenyl]-1-(2-hydroxyphenyl)prop-2-en-1-one